tetraphenyl-disilane C1(=CC=CC=C1)[SiH2][Si](C1=CC=CC=C1)(C1=CC=CC=C1)C1=CC=CC=C1